O[C@@H]1C[C@H](N(C1)C([C@H](C(C)(C)C)NC(OC(C)(C)C)=O)=O)C(NCC=1C=NC(=CC1)C1=C(N=CS1)C)=O tert-butyl ((S)-1-((2S,4R)-4-hydroxy-2-(((6-(4-methylthiazol-5-yl)pyridin-3-yl)methyl)carbamoyl)pyrrolidin-1-yl)-3,3-dimethyl-1-oxobutan-2-yl)carbamate